C(C)CC(CC(=O)[O-])=O.C(C)(C)(C)O[Zr+](OC(C)(C)C)OC(C)(C)C tri-tert-butoxyzirconium mono(ethylacetoacetate)